5-epoxycyclohexyl-3,4-epoxycyclohexanecarboxylate C12(C(CCCC1)O2)C2C1C(CC(C2)C(=O)[O-])O1